COC1=CC=C(C=C1C1=CC=CC=C1)NC1=CC=2C(C3=CC=CC=C3C2C=C1)(C)C N-(6-methoxy-[1,1'-biphenyl]-3-yl)-9,9-dimethyl-9H-fluoren-2-amine